(2,2,2-2H3)acetaldehyde C(C([2H])([2H])[2H])=O